CN1N=C2C=CC(=CC2=C1C(=O)OC)OCC1=C(N=CS1)C methyl 2-methyl-5-((4-methylthiazol-5-yl)methoxy)-2H-indazole-3-carboxylate